C(C)(C)(C)OC(=O)N1C(C(CC1)(F)F)C(=O)O 1-tert-butoxycarbonyl-3,3-difluoro-pyrrolidine-2-carboxylic acid